FC1(CN(CCC1)C1=NC(=NC=C1)NC1CC2(CC(C2)OC2=C(C(=O)N)C=CC=N2)C1)F 2-((6-((4-(3,3-difluoropiperidin-1-yl)pyrimidin-2-yl)amino)spiro[3.3]Heptane-2-yl)oxy)nicotinamide